CN1C(C=CC=C1)=O methyl-1,2-dihydropyridin-2-one